FC1=CC2=C(N(C(=N2)N2C[C@H]([C@@H](CC2)F)N)[C@@H](C)C=2C=CC=C3C=CC=NC23)C=C1F (3r,4r)-1-(5,6-difluoro-1-((1S)-1-(8-quinolinyl)ethyl)-1H-benzoimidazol-2-yl)-4-fluoro-3-piperidinamine